tert-butyl (S)-4-(4-(1-acetyl-2-methyl-5-(phenylamino)-1,2,3,4-tetrahydroquinolin-6-yl)-1H-pyrazol-1-yl)piperidine-1-carboxylate C(C)(=O)N1[C@H](CCC2=C(C(=CC=C12)C=1C=NN(C1)C1CCN(CC1)C(=O)OC(C)(C)C)NC1=CC=CC=C1)C